N1CC(C1)C1=NN(C2=CC=C(C=C12)C=1SC2=C(N1)C=C(C(=C2C2=CC=C(C=C2)Cl)[C@@H](C(=O)OCC)OC(C)(C)C)C)C ethyl (S)-2-(2-(3-(azetidin-3-yl)-1-methyl-1H-indazol-5-yl)-7-(4-chlorophenyl)-5-methylbenzo[d]thiazol-6-yl)-2-(tert-butoxy)acetate